5-[5-[chloro(difluoro)methyl]-1,2,4-oxadiazol-3-yl]-N-[1-thiophen-2-ylethyl]pyrimidin-2-amine ClC(C1=NC(=NO1)C=1C=NC(=NC1)NC(C)C=1SC=CC1)(F)F